4-(4-(4-Cyano-4-methylpiperidin-1-yl)-7-methoxyquinoline-3-carbonyl)-N-ethylpiperazine-1-carboxamide C(#N)C1(CCN(CC1)C1=C(C=NC2=CC(=CC=C12)OC)C(=O)N1CCN(CC1)C(=O)NCC)C